C(C)C=1C=C(C(=C(C1)O)C=1C=2N(C(=NN1)N[C@H]1CN(CCC1)C)C=CC2)F 5-ethyl-3-fluoro-2-(4-{[(3R)-1-methylpiperidin-3-yl]amino}pyrrolo[1,2-d][1,2,4]triazin-1-yl)phenol